2-Benzyl-6,6-dimethyl-3a,6,7,12b-tetrahydro-1H,5H-pyrazolo[1,2-a]pyrrolo[3,4-c]cinnoline-1,3,5(2H)-trione C(C1=CC=CC=C1)N1C(C2N3N(C=4C=CC=CC4C2C1=O)CC(C3=O)(C)C)=O